C1=C(C=CC2=CC=CC=C12)C1C(NCC(N1)=O)C(=O)[O-] 3-(2-naphthyl)-5-oxo-2-piperazinecarboxylate